ClC1=NC(=C2N=CN(C2=N1)[C@H]1[C@@H]([C@@H]([C@@]2(C[C@H]12)CF)O)O)NC(C1CCCC1)C1CCCC1 (1S,2R,3S,4R,5S)-4-(2-Chloro-6-((dicyclopentylmethyl)amino)-9H-purin-9-yl)-1-(fluoromethyl)bicyclo[3.1.0]hexane-2,3-diol